3-(((5-methylimidazo[1,2-a]pyridin-7-yl)oxy)methyl)bicyclo[1.1.1]pentan CC1=CC(=CC=2N1C=CN2)OCC21CC(C2)C1